C(#N)[C@H](CC1C(NCC1)=O)NC(=O)[C@@H]1[C@H]2C([C@H]2CN1C(=O)C=1N=CC=2N(C1)C=CC2)(C)C (1R,2S,5S)-N-[(1S)-1-cyano-2-(2-oxopyrrolidin-3-yl)ethyl]-6,6-dimethyl-3-(pyrrolo[1,2-a]pyrazine-3-carbonyl)-3-azabicyclo[3.1.0]hexane-2-carboxamide